C(CCCCCCC)C(CCCCC)OC(CCCCC)CCCCCCCC 1-octylhexyl ether